ClC1=CC(=C(C=N1)C(=O)NC1=CC(=C(C(=C1)F)OC1=CC=NC2=CC(=CC=C12)OCCNC)F)OC1CC1 6-chloro-4-cyclopropoxy-N-(3,5-difluoro-4-((7-(2-(methylamino)ethoxy)quinolin-4-yl)oxy)phenyl)pyridine-3-carboxamide